tert-butyl (1S,2R,5R)-2-[2-(7-chloro-8-fluoro-4-hydroxy-2-methylsulfanyl-pyrido[4,3-d]pyrimidin-5-yl) oxyethyl]-3,8-diazabicyclo[3.2.1]octane-8-carboxylate ClC1=C(C=2N=C(N=C(C2C(=N1)OCC[C@@H]1[C@@H]2CC[C@H](CN1)N2C(=O)OC(C)(C)C)O)SC)F